tert-butyl (3R)-3-({[(3aR,4S,6R,6aS)-6-{4-amino-5-bromopyrrolo[2,3-d]pyrimidin-7-yl}-2,2-dimethyl-tetrahydro-3aH-cyclopenta[d][1,3]dioxol-4-yl]formamido}methyl)piperidine-1-carboxylate NC=1C2=C(N=CN1)N(C=C2Br)[C@@H]2C[C@@H]([C@@H]1[C@H]2OC(O1)(C)C)C(=O)NC[C@@H]1CN(CCC1)C(=O)OC(C)(C)C